(S)-8-(4-fluoro-1H-indole-2-carbonyl)-N-((S)-4-fluoro-3-oxo-1-((S)-2-oxopyrrolidin-3-yl)butan-2-yl)-5-oxa-8-azaspiro[3.5]nonane-9-carboxamide FC1=C2C=C(NC2=CC=C1)C(=O)N1CCOC2(CCC2)[C@H]1C(=O)N[C@@H](C[C@H]1C(NCC1)=O)C(CF)=O